C1(=CCCC1)C=1C2=C(C=NC1OC)N(C(N2CC2=C(C=C(C=C2F)[S@](=O)(=N)C)F)=O)C (S)-7-(cyclopent-1-en-1-yl)-1-(2,6-difluoro-4-(S-methylsulfonimidoyl)benzyl)-6-methoxy-3-methyl-1,3-dihydro-2H-imidazo[4,5-c]pyridin-2-one